Phenyl-(2,4,6-trimethylbenzoyl)lithium phosphate salt P(=O)(O)(O)O.C1(=CC=CC=C1)C=1C(=C(C(=O)[Li])C(=CC1C)C)C